N-[(1S)-2-amino-1-methyl-2-oxo-ethyl]carbamic acid tert-butyl ester C(C)(C)(C)OC(N[C@H](C(=O)N)C)=O